[BH4-].[Na+].NCC1=CC=C(C(=N1)C(C)C=1C(=C(C=CC1)C[C@@H]1N(CC([C@@H]1NS(=O)(=O)CC)(F)F)C(=O)OC(C)(C)C)F)C tert-Butyl (2S,3R)-2-[(3-{1-[6-(aminomethyl)-3-methylpyridin-2-yl]ethyl}-2-fluorophenyl)methyl]-3-[(ethanesulfonyl)amino]-4,4-difluoropyrrolidine-1-carboxylate Sodium borohydride